1-(4-fluorophenyl)-2-(4-((methylamino)methyl)piperidin-1-yl)ethan-1-one, Hydrochloride Cl.FC1=CC=C(C=C1)C(CN1CCC(CC1)CNC)=O